C(N)(=O)C=1C(=NC(=C(N1)CC)Cl)NC=1C=C(C=CC1)CCNC([C@H](C)N(C(OC(C)(C)C)=O)C)=O tert-butyl N-[(1S)-2-[2-[3-[(3-carbamoyl-6-chloro-5-ethyl-pyrazin-2-yl)amino]phenyl]ethylamino]-1-methyl-2-oxo-ethyl]-N-methyl-carbamate